ClC1=NC=C(C2=CC=C(C=C12)O[C@@H](C(=O)N1CCC(CC1)C(=O)OCC)C)C1=C(C=C(C=C1)F)Cl ethyl (R)-1-(2-((1-chloro-4-(2-chloro-4-fluorophenyl)isoquinolin-7-yl)oxy)propanoyl)piperidine-4-carboxylate